ClC=1C=CC(=NC1)SCC1=NC(=NO1)C1=CC=C(C=C1)OC(F)(F)F 5-(((5-Chloropyridin-2-yl)thio)methyl)-3-(4-(trifluoromethoxy)phenyl)-1,2,4-oxadiazole